7-bromo-1H,3H-pyrido[3,4-b][1,4]oxazin-2-one BrC1=CC2=C(OCC(N2)=O)C=N1